N-(5-(3-chlorophenyl)-1,3,4-oxadiazol-2-yl)-4-fluoro-3-(trifluoromethyl)benzamide ClC=1C=C(C=CC1)C1=NN=C(O1)NC(C1=CC(=C(C=C1)F)C(F)(F)F)=O